P(O)(=O)(OP(=O)(O)OP(=O)(O)O)OC[C@@H]1[C@H]([C@H]([C@@H](O1)C1=C(N(C(=O)NC1=O)C)OC)O)O 1-methyl-6-methoxy-pseudouridine triphosphate